1-ethyl-3-((3-(pyridin-4-yl)thieno[3,2-b]pyridin-5-yl)amino)-1H-pyrazole-4-carbonitrile C(C)N1N=C(C(=C1)C#N)NC1=CC=C2C(=N1)C(=CS2)C2=CC=NC=C2